COC=1C=C(NC1C)C=O 4-METHOXY-5-METHYL-1H-PYRROLE-2-CARBALDEHYDE